CCCCCCCCCCCCCCCCCCCCCCCCC(C(=O)[O-])O The molecule is a 2-hydroxy fatty acid anion that is the conjugate base of 2-hydroxyhexacosanoic acid (2-hydroxycerotic acid), obtained by deprotonation of the carboxy group; major species at pH 7.3. It is a very long-chain fatty acid anion and a 2-hydroxy fatty acid anion 26:0. It derives from a cerotate. It is a conjugate base of a 2-hydroxyhexacosanoic acid.